(S)-6-(7,7-difluoro-2-((2S,3R)-3-hydroxy-2-methylazetidin-1-yl)-6,7-dihydro-5H-cyclopenta[d]pyrimidin-4-yl)-1'-methyl-2H-spiro[benzofuran-3,4'-imidazolidine]-2',5'-dione FC1(CCC2=C1N=C(N=C2C2=CC1=C(C=C2)[C@]2(NC(N(C2=O)C)=O)CO1)N1[C@H]([C@@H](C1)O)C)F